FC1(CCC(CC1)C1=NC=CC(=C1NC(C1=CN=C(C(=C1)F)OC1COC1)=O)C1=C(C=CC(=C1)F)F)F N-(2-(4,4-difluorocyclohexyl)-4-(2,5-difluorophenyl)pyridin-3-yl)-5-fluoro-6-(oxetan-3-yloxy)nicotinamide